icosyl tetradecanoate C(CCCCCCCCCCCCC)(=O)OCCCCCCCCCCCCCCCCCCCC